OC1CN(C1)C(=O)O[C@@H]1CC[C@H](CC1)C(N(C1=CC(=CC=C1)C=1C=NN(C1)C1CC1)C[C@@H]1CC[C@H](CC1)C=1C=NC(=C(C1)Cl)OC)=O trans-4-(((trans-4-(5-Chloro-6-methoxy-pyridin-3-yl)cyclohexyl)methyl)(3-(1-cyclopropyl-1H-pyrazol-4-yl)phenyl)-carbamoyl)cyclohexyl 3-hydroxyazetidin-1-carboxylate